4'-[(2-butyl-4-chloro-5-hydroxymethyl-1H-imidazole-1-yl)methyl]biphenyl-2-carbonitrile C(CCC)C=1N(C(=C(N1)Cl)CO)CC1=CC=C(C=C1)C=1C(=CC=CC1)C#N